tert-butyl 4-(5-chloro-7-{2,8-dimethylimidazo[1,2-b]pyridazin-6-yl}-1,8-naphthyridin-3-yl)piperazine-1-carboxylate ClC1=C2C=C(C=NC2=NC(=C1)C=1C=C(C=2N(N1)C=C(N2)C)C)N2CCN(CC2)C(=O)OC(C)(C)C